O=C1N(C=2C(=NC=CC2)N1)C1CCN(CC1)C(=O)O[C@@H]1CC[C@H]([C@@H](C=2C1=NC=CC2)NC)C2=C(C(=CC=C2)F)F (5S,6S,9R)-6-(2,3-difluorophenyl)-5-(methylamino)-6,7,8,9-tetrahydro-5H-cyclohepta[b]pyridin-9-yl 4-(2-oxo-2,3-dihydro-1H-imidazo[4,5-b]pyridin-1-yl)piperidine-1-carboxylate